n-octyl (2-ethylhexyl) dodecanedioate C(CCCCCCCCCCC(=O)OCC(CCCC)CC)(=O)OCCCCCCCC